CN(C1=CC=C(C=C1)C(NC1=CC=CC=C1)C1=CC=C(C=C1)N(C)C)C N-[bis[4-(dimethylamino)phenyl]methyl]-aniline